3,6-dichloro-4-(3-chloropropyl)-5-methylpyridazine ClC=1N=NC(=C(C1CCCCl)C)Cl